COC1=C(C=C(C(=C1)C=C(C)[N+](=O)[O-])OC)SC1=CC=CC=C1 (2,5-dimethoxy-4-(2-nitroprop-1-en-1-yl)phenyl)(phenyl)sulfane